2-cyclopropyl-N-(1,1-dimethylsilacyclopentan-3-yl)-4H-pyrrolo[2,3-d]thiazole-5-carboxamide C1(CC1)C=1SC2=C(N1)NC(=C2)C(=O)NC2C[Si](CC2)(C)C